IC1=C(C=CC=C1)S(=O)(=O)NC(NC1=NC(=NC(=N1)OC)C)=O 2-iodo-N-[(4-methoxy-6-methyl-1,3,5-triazinyl)carbamoyl]benzenesulfonamide